COC1=C(C=O)C(=C(C(=C1OC)OC)OC)C 2,3,4,5-tetramethoxy-6-methylbenzaldehyde